Pentadecan-7-yl 8-(benzyloxy)octanoate C(C1=CC=CC=C1)OCCCCCCCC(=O)OC(CCCCCC)CCCCCCCC